7-(thien-2-yl)-2,2-dimethyl-4H-[1,3]-dioxino[5,4-c]pyridin-4-one S1C(=CC=C1)C1=CC2=C(C=N1)C(OC(O2)(C)C)=O